[Se].[Te].[Fe].O1C(=CC=C1)C(C(=O)C=1OC=CC1)=O difuranyl-glyoxal iron-tellurium-selenium